4,4''-bis{bis(biphenyl-4-yl)amino}-1,1':2',1''-terphenyl C1(=CC=C(C=C1)N(C1=CC=C(C=C1)C=1C(=CC=CC1)C1=CC=C(C=C1)N(C1=CC=C(C=C1)C1=CC=CC=C1)C1=CC=C(C=C1)C1=CC=CC=C1)C1=CC=C(C=C1)C1=CC=CC=C1)C1=CC=CC=C1